C1=CC=CC=2C3=CC=CC=C3C(C12)COC(=O)N[C@H](C(=O)O)CCC(=O)NC1CC1 (s)-2-((((9H-fluoren-9-yl)methoxy)carbonyl)amino)-5-(cyclopropylamino)-5-oxopentanoic acid